(R)-7-((1R,5S,6s)-3-oxabicyclo[3.1.0]hexan-6-yl)-4,4-difluoro-2-(1H-pyrazol-4-yl)-4,5,7,8-tetrahydro-3H-1-thia-5a,8-diazabenzo[cd]azulen-9(6H)-one [C@@H]12COC[C@H]2C1[C@@H]1CN2C=3C(=C(SC3C(N1)=O)C=1C=NNC1)CC(C2)(F)F